The molecule is an UDP-amino sugar. It has a role as an Escherichia coli metabolite. It derives from an UDP-4-amino-4-deoxy-beta-L-arabinopyranose. It is a conjugate acid of an UDP-4-deoxy-4-formamido-beta-L-arabinopyranose(2-). C1[C@@H]([C@@H]([C@H]([C@H](O1)OP(=O)(O)OP(=O)(O)OC[C@@H]2[C@H]([C@H]([C@@H](O2)N3C=CC(=O)NC3=O)O)O)O)O)NC=O